(R)-2-amino-2-(4-(1-cyclopropyl-1H-1,2,3-triazol-4-yl)phenyl)-4,4-dimethylpentanoic acid isopropyl ester C(C)(C)OC([C@@](CC(C)(C)C)(C1=CC=C(C=C1)C=1N=NN(C1)C1CC1)N)=O